C1(CCCC1)NC1=NC(=C2N=C(N(C2=N1)C)C1=CC=NC=C1)N1CCOCC1 N-cyclopentyl-9-methyl-6-morpholino-8-(pyridin-4-yl)-9H-purin-2-amine